[Si](C)(C)(C(C)(C)C)OCCCOC[C@H](CCC(F)(F)F)N[S@](=O)C(C)(C)C (R)-N-((S)-1-(3-((tert-butyldimethylsilyl)oxy)propoxy)-5,5,5-trifluoropentan-2-yl)-2-methylpropane-2-sulfinamide